C(#N)C=1C=NC(=NC1)N1CCC(CC1)CC(=O)NOC[C@H](C)NC=1C=NNC(C1C(F)(F)F)=O (S)-2-[1-(5-Cyanopyrimidin-2-yl)piperidin-4-yl]-N-(2-{[6-oxo-5-(trifluoromethyl)-1,6-Dihydropyridazin-4-yl]Amino}propoxy)acetamide